4-amino-2-(4-hydroxy-1,1-dimethyl-2,3-dihydro-1H-inden-5-yl)-6-methylpyrimidine-5-carboxylic acid NC1=NC(=NC(=C1C(=O)O)C)C=1C(=C2CCC(C2=CC1)(C)C)O